C(C)(C)(C)C1=C(C=CC=C1)C1=C2C=CCC2=CC=C1 4-(t-butyl-phenyl)indene